ClC=1C=C(C=CC1Cl)C=1N(C(=CC(C1C(=O)O)=O)CN1N=C(C=C1)OCC(F)F)CC 2-(3,4-dichlorophenyl)-6-[[3-(2,2-difluoroethoxy)pyrazol-1-yl]methyl]-1-ethyl-4-oxo-pyridine-3-carboxylic acid